(2-(3,5-dimethyl-4-(oxetan-3-yl)piperazin-1-yl))azol CC1CN(CC(N1C1COC1)C)C=1NC=CC1